1-[dimethoxy(oxo)-λ5-phosphanyl]-prop-1-en-2-ol COP(C=C(C)O)(=O)OC